2-bromo-4-(tert-butyl)iodobenzene BrC1=C(C=CC(=C1)C(C)(C)C)I